N-cyclopentyl-N-{[4,7,10-tris(2-tert-butoxy-2-oxoethyl)-1,4,7,10-tetraazacyclododec-1-yl]acetyl}glycine tert-butyl ester C(C)(C)(C)OC(CN(C(CN1CCN(CCN(CCN(CC1)CC(OC(C)(C)C)=O)CC(OC(C)(C)C)=O)CC(=O)OC(C)(C)C)=O)C1CCCC1)=O